ClC1=CN2C=C(C=C2C(=C1)Cl)C(=O)N1CC2=C(CC1C)NN=C2C=2N=CSC2 6,8-dichloro-2-[6-methyl-3-(1,3-thiazol-4-yl)-1H,4H,5H,6H,7H-pyrazolo[4,3-c]pyridine-5-carbonyl]indolizine